C(C)OC(=O)C1=NON=C1C1CC1 4-cyclopropyl-1,2,5-oxadiazole-3-carboxylic acid ethyl ester